Diethyl-ethanamine C(C)C(C)(N)CC